BrC1=NC(=CC(=C1)[C@@H]1CN(CCN1)C(=O)OC(C)(C)C)Cl |r| Racemic-tert-butyl 3-(2-bromo-6-chloropyridin-4-yl)piperazine-1-carboxylate